(S)-1-(5-chloro-2-fluorophenyl)propane-1,3-diol ClC=1C=CC(=C(C1)[C@H](CCO)O)F